S1C=NC2=C1C=C(C=C2)\C=C\2/N=C(NC2=O)N[C@@H](C(=O)OC)CC(C)C Methyl (2R)-2-[[(4Z)-4-(1,3-benzothiazol-6-ylmethylene)-5-oxo-1H-imidazol-2-yl] amino]-4-methyl-pentanoate